(R)-(4-(1H-pyrrolo[2,3-b]pyridin-4-yl)-3,4-dihydro-2H-1,4-thiazin-6-yl)(3-(methylamino)piperidin-1-yl)methanone N1C=CC=2C1=NC=CC2N2CCSC(=C2)C(=O)N2C[C@@H](CCC2)NC